C(#N)C1=C(C=CC=C1)C([C@H](C(F)(F)F)C=1N(C(C(=C(N1)C(=O)NC=1C=NOC1)O)=O)C)C1=C(C=CC=C1)C#N (S)-2-(3,3-bis(2-cyanophenyl)-1,1,1-trifluoropropan-2-yl)-5-hydroxy-N-(isoxazol-4-yl)-1-methyl-6-oxo-1,6-dihydropyrimidine-4-carboxamide